[7-thiophen-3-yl-3-[3-[2-(trifluoromethyl)pyridin-3-yl]-1H-pyrazolo[3,4-b]pyrazin-6-yl]-3-azabicyclo[4.1.0]heptan-7-yl]methanamine S1C=C(C=C1)C1(C2CCN(CC12)C1=CN=C2C(=N1)NN=C2C=2C(=NC=CC2)C(F)(F)F)CN